1-trimethylsiloxycyclohexane C[Si](OC1CCCCC1)(C)C